5-fluoro-3,7-dihydro-4H-pyrrolo[2,3-d]pyrimidin-4-one disodium salt [Na].[Na].FC1=CNC=2N=CNC(C21)=O